C(C)N1C2=CC=CC=C2C=2C=C(C=CC12)C1=C(C(=O)N)C=CC(=C1)C1=NOC(=N1)C(F)(F)F (9-ethyl-9H-carbazol-3-yl)-4-(5-(trifluoromethyl)-1,2,4-oxadiazol-3-yl)benzamide